C1(CC1)OC=1C(=CC2=CN(N=C2C1)C1CCC(CC1)CO)NC(C1=NC(=CC=C1)C(F)(F)F)=O N-(6-cyclopropoxy-2-((1r,4r)-4-(hydroxymethyl)cyclohexyl)-2H-indazol-5-yl)-6-(trifluoromethyl)picolinamide